FC(C1=CC=C(C=C1)N1C(=NC=C1)S)(F)F 1-[4-(trifluoromethyl)phenyl]imidazole-2-thiol